C1(CCCCC1)[C@H](C(=O)N1[C@H](CCCC1)C(=O)O[C@@H](CCC1=CC(=C(C=C1)OC)OC)C1=CC(=CC=C1)OCC=C)C1=CC(=C(C(=C1)OC)O)OC (S)-(R)-1-(3-(allyloxy)phenyl)-3-(3,4-dimethoxyphenyl)propyl 1-((S)-2-cyclohexyl-2-(4-hydroxy-3,5-dimethoxyphenyl)acetyl)piperidine-2-carboxylate